COC=1C=CC=2C3=C(C=NC2C1)NC(N3CC3=CC=C(C=C3)S(=O)(=O)N)=O 4-((7-methoxy-2-oxo-2,3-dihydro-1H-imidazo[4,5-c]quinolin-1-yl)methyl)benzenesulfonamide